C(#N)C=1C=C(C(=NC1)C(=O)NC=1C=C2C(=NNC2=CC1)C1=CC(=CC=C1)C1CC1)C 5-cyano-N-(3-(3-cyclopropylphenyl)-1H-indazol-5-yl)-3-methylpicolinamide